4-(((7-methoxyquinazolin-4-yl)amino)methyl)phenylboronic acid COC1=CC=C2C(=NC=NC2=C1)NCC1=CC=C(C=C1)B(O)O